N-((2-(4'-Fluoro-2'-(4-methyl-4H-1,2,4-triazol-3-yl)-[1,1'-biphenyl]-3-yl)-7-(trifluoromethyl)benzo[d]oxazol-5-yl)methyl)-2-methoxyethan-1-amine FC1=CC(=C(C=C1)C1=CC(=CC=C1)C=1OC2=C(N1)C=C(C=C2C(F)(F)F)CNCCOC)C2=NN=CN2C